Cl\C(\C=1C=CC(=C(C(=O)O)C1)OC)=N/O (Z)-5-(chloro(hydroxyimino)methyl)-2-methoxybenzoic acid